3-fluoro-N-(4-(1-(2,2,2-trifluoroethyl)-1H-pyrazol-4-yl)quinolin-8-yl)-4-(trifluoromethoxy)benzamide FC=1C=C(C(=O)NC=2C=CC=C3C(=CC=NC23)C=2C=NN(C2)CC(F)(F)F)C=CC1OC(F)(F)F